(2-((1-(2-(dimethylamino)ethyl)-1H-pyrazol-4-yl)amino)-4-(((1s,4s)-4-(hydroxymethyl)cyclohexyl)amino)-7H-pyrrolo[2,3-d]pyrimidin-5-yl)(4-fluorophenyl)methanone CN(CCN1N=CC(=C1)NC=1N=C(C2=C(N1)NC=C2C(=O)C2=CC=C(C=C2)F)NC2CCC(CC2)CO)C